ClC1=CC=C(N=N1)N1N=CN=C1[C@H](C)NC(OC(C)(C)C)=O tert-butyl N-[(1S)-1-[2-(6-chloropyridazin-3-yl)-1,2,4-triazol-3-yl]ethyl]carbamate